CCCCCCCCCCCCCCCCCCCCC(=O)N[C@@H](COP(=O)([O-])OCC[N+](C)(C)C)[C@@H](/C=C/CCCCCCCCC(C)CC)O The molecule is a sphingomyelin 38:1 obtained by formal condensation of the carboxy group of henicosanoic acid with the amino group of 14-methylhexadecasphingosine-1-phosphocholine. It is a metabolite of the nematode Caenorhabditis elegans. It has a role as a Caenorhabditis elegans metabolite. It derives from a 14-methylhexadecasphingosine and a henicosanoic acid.